(R)-methyl-2-methylpyrrolidine-2-carboxylic acid methyl ester COC(=O)[C@@]1(N(CCC1)C)C